2-(2-ethoxy-1,1-difluoro-2-oxoethyl)-4-(methoxycarbonyl)pyridine-1-oxide C(C)OC(C(F)(F)C1=[N+](C=CC(=C1)C(=O)OC)[O-])=O